S(=O)(=O)(O)C1=CC=C(C)C=C1.ClC1=CC(=C(C=C1)[C@@]1(OC2=C(O1)C=CC=C2C2CCNCC2)C)F (S)-4-(2-(4-chloro-2-fluorophenyl)-2-methylbenzo[d][1,3]dioxol-4-yl)piperidine tosylate